1,4-bis(N,N-diglycidylaminomethyl)benzene C(C1CO1)N(CC1CO1)CC1=CC=C(C=C1)CN(CC1CO1)CC1CO1